5-(2,6-dichloro-4-(6-(difluoromethyl)-3,5-dioxo-4,5-dihydro-1,2,4-triazin-2(3H)-yl)phenoxy)-N-(1,1-dioxidothietan-3-yl)-2-hydroxybenzenesulfonamide ClC1=C(OC=2C=CC(=C(C2)S(=O)(=O)NC2CS(C2)(=O)=O)O)C(=CC(=C1)N1N=C(C(NC1=O)=O)C(F)F)Cl